C=CCOC[C@H]([C@H]([C@H](CO)OCC1=CC=CC=C1)OCC2=CC=CC=C2)OCC3=CC=CC=C3 5-O-allyl-2,3,4-tri-O-benzyl-D-ribitol